Ethyl 6-amino-8-(4,4-difluoropiperidin-1-yl)quinoline-3-carboxylate NC=1C=C2C=C(C=NC2=C(C1)N1CCC(CC1)(F)F)C(=O)OCC